2-methyl-2H-pyrazolo[4,3-d]pyrimidin-7-amine CN1N=C2C(N=CN=C2N)=C1